N'-cyclopropyl-N-quinolin-6-yl-7H-purine-2,6-diamine C1(CC1)NC1=C2NC=NC2=NC(=N1)NC=1C=C2C=CC=NC2=CC1